COC1=CC=C(N=N1)C(=O)OC methyl 6-methoxy-1,2-diazine-3-carboxylate